(Z)-3-(3-(3,5-bis(trifluoromethyl)phenyl)-1H-1,2,4-triazol-1-yl)-N'-(2-(3,3-dimethylmorpholino)acetyl)acrylohydrazide FC(C=1C=C(C=C(C1)C(F)(F)F)C1=NN(C=N1)\C=C/C(=O)NNC(CN1C(COCC1)(C)C)=O)(F)F